1-[7-chloro-6-[[5-(trifluoromethyl)-4-trimethylstannyl-pyrimidin-2-yl]amino]-3,4-dihydro-1H-isoquinolin-2-yl]-2,2,2-trifluoro-ethanone ClC1=C(C=C2CCN(CC2=C1)C(C(F)(F)F)=O)NC1=NC=C(C(=N1)[Sn](C)(C)C)C(F)(F)F